OCC1=CC=CC(=N1)CC1CCN(CC1)C(=O)OC(C)(C)C tert-Butyl 4-((6-(hydroxymethyl)pyridin-2-yl)methyl)piperidine-1-carboxylate